4-{2-chloro-6-methyl-7-oxo-1H-pyrrolo[2,3-c]pyridin-4-yl}-5-(2,6-dimethylphenoxy)-1-methylpyridin-2-one ClC1=CC2=C(C(N(C=C2C2=CC(N(C=C2OC2=C(C=CC=C2C)C)C)=O)C)=O)N1